N-[3-nitro-4-(2-phenylsulfanylethylamino)phenyl]sulfonyl-6-piperazin-1-ylpyridazine-3-carboxamide [N+](=O)([O-])C=1C=C(C=CC1NCCSC1=CC=CC=C1)S(=O)(=O)NC(=O)C=1N=NC(=CC1)N1CCNCC1